C(C)(C)(C)C1=CC=C(C(=N1)F)C(=O)NS(=O)(=O)C1=NC(=CN=C1)NCCCC1CNC(C1)(C)C 6-tert-Butyl-N-[6-[3-(5,5-dimethylpyrrolidin-3-yl)propylamino]pyrazin-2-yl]sulfonyl-2-fluoro-pyridine-3-carboxamide